4-chloro-1-(3-formylphenyl)-2-oxo-7-(trifluoromethyl)-1,2-dihydroquinoline-3-carboxylic acid methyl ester COC(=O)C=1C(N(C2=CC(=CC=C2C1Cl)C(F)(F)F)C1=CC(=CC=C1)C=O)=O